Cl.Cl.C(C)[C@H]1OC2=C(C=CC=3C=CN=CC23)CNC1 (R)-2-ethyl-2,3,4,5-tetrahydro-[1,4]oxazepino[6,7-H]isoquinoline dihydrochloride